C12C=CC(C(C1)CN1CCC3(C(C3)CNC=3SC(=CN3)C3=CC=CC=C3)CC1)C2 N-[[6-(5-bicyclo[2.2.1]hept-2-enylmethyl)-6-azaspiro[2.5]octan-2-yl]methyl]-5-phenyl-thiazol-2-amine